C1(CC1)C1=NN(C=N1)C1CC2(CN(C2)C(=O)N2CC(C2)OC=2C(=NC(=CC2)C2CC2)F)C1 (6-(3-cyclopropyl-1H-1,2,4-triazol-1-yl)-2-azaspiro[3.3]heptan-2-yl)(3-((6-cyclopropyl-2-fluoropyridin-3-yl)oxy)azetidin-1-yl)methanone